C(C)N1N=CC=C1C(=O)O 1-ethyl-1H-pyrazole-5-carboxylic acid